(2R)-2-amino-2-(3,4-dichlorophenyl)ethanol hydrochloride Cl.N[C@@H](CO)C1=CC(=C(C=C1)Cl)Cl